C\C(=C/CCC1(OC2=C(C(=CC(=C2C=C1)O)C)C=O)C)\CCC=C(C)C (E)-2-(4,8-dimethylnona-3,7-dien-1-yl)-5-hydroxy-2,7-dimethyl-2H-chromene-8-carbaldehyde